N1(C(CCC1)NC(=O)[O-])NC(=O)[O-].[Na+].[Na+] sodium pyrrolidinedicarbamate